difuro[3,4-b:3',4'-i]xanthene-1,3,7,9(11H)-tetrone C1(OC(C=2C=C3OC=4C=C5C(=CC4CC3=CC21)C(OC5=O)=O)=O)=O